N-((S)-(7-((S)-1-((R)-4-(1-cyanocyclopropyl)-2-oxoimidazolidin-1-yl)-2-methoxyethyl)imidazo[1,2-b]pyridazin-2-yl)(4,4-difluorocyclohexyl)methyl)-4-methyl-1,2,5-oxadiazole-3-carboxamide C(#N)C1(CC1)[C@H]1NC(N(C1)[C@H](COC)C1=CC=2N(N=C1)C=C(N2)[C@@H](NC(=O)C2=NON=C2C)C2CCC(CC2)(F)F)=O